C(C)(C)(C)C1=C(C=CC(=C1CCC(=O)O)O)C.C(C)(C)(C)C1=C(C=CC(=C1CCC(=O)O)O)C.C(COC=C)OC=C ethylene bis(oxyethylene) bis[3-(tert-butyl-4-hydroxy-m-tolyl) propionate]